C(CCC)[Sn] Monobutyl-tin